CC(CCCCCC)OC=CCCCCCCCCCC 1-(oct-2-yloxy)dodec-1-ene